FC(C(=O)O)(F)F.C(C)(=O)O acetic acid (trifluoroacetic acid) salt